(S)-2-(2-(1H-indole-3-yl)acetamido)-N,2-bis(4-methoxyphenyl)acetamide N1C=C(C2=CC=CC=C12)CC(=O)N[C@H](C(=O)NC1=CC=C(C=C1)OC)C1=CC=C(C=C1)OC